N-(2-(2,4-dioxo-3,4-dihydropyrimidin-1(2H)-yl)ethyl)-2-nitrobenzenesulfonamide O=C1N(C=CC(N1)=O)CCNS(=O)(=O)C1=C(C=CC=C1)[N+](=O)[O-]